2-amino-4-(4-(2-((S)-4-(4-chlorophenyl)-2,3,9-trimethyl-6H-thieno[3,2-f][1,2,4]triazolo[4,3-a][1,4]diazepin-6-yl)acetamido)phenyl)but-3-yn-1-yl dihydrogen phosphate P(=O)(OCC(C#CC1=CC=C(C=C1)NC(C[C@H]1C=2N(C3=C(C(=N1)C1=CC=C(C=C1)Cl)C(=C(S3)C)C)C(=NN2)C)=O)N)(O)O